COC=1C=C(CNNC(=O)C2=NC(=CN=C2)C=2C=NC(=CC2C)OCC)C=C(C1)OC N'-(3,5-dimethoxybenzyl)-6-(6-ethoxy-4-methylpyridin-3-yl)pyrazine-2-carbohydrazide